1-(4-(4-Amino-7-methyl-5-(4-((4-methylpyrimidin-2-yl)oxy)phenyl)-7H-pyrrolo[2,3-d]pyrimidin-6-yl)phenyl)-2-oxopyrrolidine-3-carboxylic acid NC=1C2=C(N=CN1)N(C(=C2C2=CC=C(C=C2)OC2=NC=CC(=N2)C)C2=CC=C(C=C2)N2C(C(CC2)C(=O)O)=O)C